OC[C@H](C(C)(C)C)NC(=O)C=1C=2C[C@@H]3[C@H](C2N(N1)C1=NC=CC(=C1)S(=O)(=O)C)C3 (1aR,5aR)-2-(4-Methanesulfonyl-pyridin-2-yl)-1a,2,5,5a-tetrahydro-1H-2,3-diaza-cyclopropa[a]pentalene-4-carboxylic acid ((S)-1-hydroxymethyl-2,2-dimethyl-propyl)-amide